CN1CCC(CC1)C(=O)NC=1N=CC2=CC=C(C=C2C1)C1=CN=CS1 1-methyl-N-(6-(thiazol-5-yl)isoquinolin-3-yl)piperidine-4-carboxamide